4,4',4''-Nitrilotrisbenzoate N(C1=CC=C(C(=O)[O-])C=C1)(C1=CC=C(C(=O)[O-])C=C1)C1=CC=C(C(=O)[O-])C=C1